OC1CSCO1 trans-5-hydroxy-1,3-oxathiolane